ClC1=NC(=NC(=N1)Cl)NC1=CC=CC=C1 4,6-dichloro-N-phenyl-1,3,5-triazin-2-amine